C(C)S(=O)(=O)N1CCN(CC1)C1=CC(=NC2=C(N=CC=C12)C1=CC=NN1)N1CCOCC1 4-[4-(ethylsulfonyl)piperazin-1-yl]-2-(morpholin-4-yl)-8-(1H-pyrazol-5-yl)-1,7-naphthyridine